7-(8-Ethyl-7-fluoro-3-hydroxynaphthalen-1-yl)-8-fluoro-2-(((2R,7aS)-2-fluorotetrahydro-1H-pyrrolizin-7a(5H)-yl)methoxy)quinazolin-4-ol C(C)C=1C(=CC=C2C=C(C=C(C12)C1=CC=C2C(=NC(=NC2=C1F)OC[C@]12CCCN2C[C@@H](C1)F)O)O)F